3-(4-{[(3S,3aR,6S,6aR)-6-amino-hexahydrofuro[3,2-b]furan-3-yl](2-cyclopropylethyl)amino}-1-oxo-3H-isoindol-2-yl)piperidine-2,6-dione N[C@H]1CO[C@H]2[C@@H]1OC[C@@H]2N(C2=C1CN(C(C1=CC=C2)=O)C2C(NC(CC2)=O)=O)CCC2CC2